C(C=C)OS(=O)OCC=C di-allylsulfite